3-(4-((4-(2-((hexahydro-2,5-methanopentalen-3a(1H)-yl)amino)ethyl)benzyl)amino)-1-oxoisoindolin-2-yl)piperidine-2,6-dione C1C2CC3(CC(CC13)C2)NCCC2=CC=C(CNC1=C3CN(C(C3=CC=C1)=O)C1C(NC(CC1)=O)=O)C=C2